O.Cl MonoHydrochloric Acid Monohydrate